C(C)(C)(C)C1=CC=C(C=C1)N1C2=CC=CC=C2C=2C=CC(=CC12)O 9-(4-(tert-butyl)phenyl)-carbazole-2-ol